Cl.C(CCCCCCCCC)N Decan-1-amine hydrochloride